NC1=NC=2C=NC(=CC2C2=C1C=NN2C)C(=O)N([C@@H]2[C@H]1[C@@H](C=3C=C(C=CC23)C(F)(F)F)C1)C 4-amino-N,1-dimethyl-N-((1aS,6R,6aR)-3-(trifluoromethyl)-1,1a,6,6a-tetrahydrocyclopropa[a]inden-6-yl)-1H-pyrazolo[4,3-c][1,7]naphthyridine-8-carboxamide